2-(3-(1-((1S,2S,3S,5R)-2-fluoro-1,5-dimethyl-8-azabicyclo[3.2.1]octan-3-yl)vinyl)-1,2,4-triazin-6-yl)-5-(5-methyl-2H-tetrazol-2-yl)phenol F[C@@H]1[C@@]2(CC[C@](C[C@H]1C(=C)C=1N=NC(=CN1)C1=C(C=C(C=C1)N1N=C(N=N1)C)O)(N2)C)C